1-[2-chloro-4-(trifluoromethyl)phenyl]-4-[6-(2-ethoxyphenyl)pyridin-3-yl]-N-[2-(methylamino)ethyl]piperidine-4-carboxamide ClC1=C(C=CC(=C1)C(F)(F)F)N1CCC(CC1)(C(=O)NCCNC)C=1C=NC(=CC1)C1=C(C=CC=C1)OCC